OC1=C(C=CC(=C1)B1OC(C(O1)(C)C)(C)C)C(=O)N1CCOCC1 (2-hydroxy-4-(4,4,5,5-tetramethyl-1,3,2-dioxaborol-2-yl)phenyl)(Morpholinyl)methanone